1-{(3R)-3-fluoro-1-[3-(2-fluorophenoxy)-6-nitro-2-(trifluoromethyl)phenyl]piperidin-3-yl}methylamine F[C@@]1(CN(CCC1)C1=C(C(=CC=C1[N+](=O)[O-])OC1=C(C=CC=C1)F)C(F)(F)F)CN